COC(C1=C(C=C(C=C1)C1CCC1)N)=O amino-4-cyclobutylbenzoic acid methyl ester